1-(1-(4-fluoro-5-methyl-6-((1R,5S)-2-oxo-3-azabicyclo[3.1.0]hexan-3-yl)pyridin-3-yl)ethyl)-1H-pyrazole-4-carboxylic acid FC1=C(C=NC(=C1C)N1C([C@@H]2C[C@@H]2C1)=O)C(C)N1N=CC(=C1)C(=O)O